OC1=C(C=C(C=C1)C[N-]CCCCCC#CBr)OC N-[(4-hydroxy-3-methoxyphenyl)methyl]-7-bromo-6-heptynyl-amide